C1(=CC=CC=C1)N(S(=O)(=O)C)S(=O)(=O)C(F)(F)F N-phenyl-N-(trifluoromethylsulfonyl)methanesulfonamide